2-(fluorosulfonyl)difluoroacetic acid trimethylsilyl ester C[Si](C)(C)OC(C(S(=O)(=O)F)(F)F)=O